C(CCCCCCC\C=C/C\C=C/CCCCC)(=O)O.C(CCCCCCC\C=C/C\C=C/CCCCC)(=O)O.C(CCCCCCC\C=C/C\C=C/CCCCC)(=O)O.C(CCCCCCC\C=C/C\C=C/CCCCC)(=O)O dilinoleic acid dilinoleate